4-[2-[[(3R)-1-(2-Hydroxyethyl)-3-piperidyl]amino]oxazolo[4,5-b]pyrazin-5-yl]-3-(methoxymethyl)-5-(2-trimethylsilylethoxymethoxy)benzonitrile OCCN1C[C@@H](CCC1)NC=1OC=2C(=NC(=CN2)C2=C(C=C(C#N)C=C2OCOCC[Si](C)(C)C)COC)N1